C(C)OP(=O)(OCC)CCCN1CCC2=CC=C(C=C12)OC1=CC=C2CCN(C2=C1)CCCC(=O)OC methyl 4-(6-((1-(3-(diethoxyphosphoryl)propyl)indolin-6-yl)-oxy)indolin-1-yl)butanoate